9-methyl-5H-benzo[b]carbazole-6,11-dione CC1=CC2=C(C(C=3NC4=CC=CC=C4C3C2=O)=O)C=C1